1-(2-hydroxy-4,5-dimethoxyphenyl)-3-(isoquinolin-6-yl)prop-2-en-1-one OC1=C(C=C(C(=C1)OC)OC)C(C=CC=1C=C2C=CN=CC2=CC1)=O